NC=1C=C2CN(CC2=CC1C1CC1)C(C(F)(F)F)=O 1-(5-amino-6-cyclopropylisoindolin-2-yl)-2,2,2-trifluoroethan-1-one